C12CNCCC2C1CN1C[C@H]2N(C=3C(=NN=C(C3)C3=C(C=CC=C3)O)NC2)CC1 2-((6aS)-8-((3-azabicyclo[4.1.0]heptan-7-yl)methyl)-6,6a,7,8,9,10-hexahydro-5H-pyrazino[1',2':4,5]pyrazino[2,3-c]pyridazin-2-yl)phenol